C[C@]1(C[C@]2(CN(C(O2)=O)CC=2N=NN(C2)C(C)C)CCC1)CN1C=NC2=C1C=C(C=C2)C#N 1-[((5s,7s)-7-methyl-3-{[1-(1-methylethyl)-1H-1,2,3-triazol-4-yl]methyl}-2-oxo-1-oxa-3-azaspiro[4.5]decan-7-yl)methyl]-1H-benzimidazole-6-carbonitrile